4-((2-(4-(3-((4-((3-chloro-4-fluorophenyl)amino)-7-methoxyquinazolin-6-yl)oxy)propyl)piperazin-1-yl)-2-oxoethyl)thio)-2-(2,6-dioxopiperidin-3-yl)isoindoline-1,3-dione ClC=1C=C(C=CC1F)NC1=NC=NC2=CC(=C(C=C12)OCCCN1CCN(CC1)C(CSC1=C2C(N(C(C2=CC=C1)=O)C1C(NC(CC1)=O)=O)=O)=O)OC